CC1(OB(OC1(C)C)C1=CC=C(OCCCC#N)C=C1)C 4-(4-(4,4,5,5-tetramethyl-1,3,2-dioxaborolan-2-yl)phenoxy)butyronitrile